C=1N=CN2C1C1=CC=CC=C1[C@H]2[C@]2([C@@H](C(CCC2)(C)C)O)C (1R,2S)-2-((S)-5H-imidazo[5,1-a]isoindol-5-yl)-2,6,6-trimethylcyclohexane-1-ol